1-(1-(2-aminothiazol-5-yl)-2-morpholinoethyl)-5-chloropyridin-2(1H)-one NC=1SC(=CN1)C(CN1CCOCC1)N1C(C=CC(=C1)Cl)=O